1,2,5-trithiaheptane SSCCSCC